methyl 7-ethyl-2-methyl-8-(naphthalen-1-ylmethyl)-6-oxo-9-(3-(trifluoromethyl)phenyl)-3,4-dihydro-2H,6H-pyrido[1,2-e][1,2,5]thiadiazine-4-carboxylate 1,1-dioxide C(C)C1=C(C(=C2N(C(CN(S2(=O)=O)C)C(=O)OC)C1=O)C1=CC(=CC=C1)C(F)(F)F)CC1=CC=CC2=CC=CC=C12